CC1=NN(C(=C1)C)C=1N=C(C2=C(N1)N(C=C2)C)NC2=CC(=CC=C2)C#N 2-(3,5-dimethyl-1H-pyrazol-1-yl)-7-methyl-N-(3-cyanophenyl)-7H-pyrrolo[2,3-d]pyrimidin-4-amine